ClC=1C=NC(=NC1)OC1=C(C=C(C=C1)NC(=O)C1CC(C1)OC1=CC=C(C=C1)C(F)(F)F)F N-(4-((5-chloropyrimidin-2-yl)oxy)-3-fluorophenyl)-3-(4-(trifluoromethyl)phenoxy)cyclobutane-1-carboxamide